ClC1=C(C(=C(C(=O)OC)C=C1Cl)F)I methyl 4,5-dichloro-2-fluoro-3-iodobenzoate